Cl.COC(=O)C1=C(C=CC=2C(=NOC21)C)OC[C@@H](CC2=CC=CC=C2)N (R)-6-(2-amino-3-phenylpropoxy)-3-methylbenzo[d]isoxazole-7-carboxylic acid methyl ester hydrochloride